C(C)OC(C)=O.O water ethylacetate